C(C)(=O)C1=CC=C(C=C1)NC(=O)N1CCN(CC1)C1=NC(=NC=C1)NC1=CC=C(C=C1)OCCN1CCOCC1 N-(4-acetylphenyl)-4-[2-({4-[2-(morpholin-4-yl)ethoxy]phenyl}amino)pyrimidin-4-yl]piperazine-1-carboxamide